FC(C1=C(C=CC=C1)[C@H]1[C@@H](CNC1)C(=O)O)(F)F Trans-4-(2-trifluoromethyl-phenyl)-pyrrolidine-3-carboxylic acid